tert-butyl 2-(1-(4-(3,6-dihydro-2H-pyran-4-yl)thiophen-2-yl)cyclopropyl)-4-oxo-3,5,7,8-tetrahydropyrido[4,3-d]pyrimidine-6(4H)-carboxylate O1CCC(=CC1)C=1C=C(SC1)C1(CC1)C=1NC(C2=C(N1)CCN(C2)C(=O)OC(C)(C)C)=O